β-t-butyl-D-alanine C(C)(C)(C)C[C@@H](N)C(=O)O